2-(1-azidoethyl)naphthalene N(=[N+]=[N-])C(C)C1=CC2=CC=CC=C2C=C1